COC1=C(C=C2C(=NC=NC2=C1)C1=CC=C(C=C1)NC(CC1=CC=C(C=C1)C(F)(F)F)=O)OCCCN1CCOCC1 N-(4-(7-methoxy-6-(3-morpholinylpropoxy)quinazolin-4-yl)phenyl)-2-(4-(trifluoromethyl)phenyl)acetamide